C(C)(C)(C)OC(=O)NCC1C(C2=CC=CC=C2C1)C(=O)O 2-(((tert-Butoxycarbonyl)amino)methyl)-2,3-dihydro-1H-indene-1-carboxylic acid